C(C)(C)(C)OC(=O)N1C(CCCC1)C(C)(S(=O)(=O)C=1C(=NN(C1)C)C(F)(F)F)F (1-fluoro-1-((1-methyl-3-(trifluoromethyl)-1H-pyrazol-4-yl)sulfonyl)ethyl)piperidine-1-carboxylic acid tert-butyl ester